6-[(1,1,3,3-tetramethylbutyl)amino]-1,3,5-triazine CC(CC(C)(C)C)(C)NC1=NC=NC=N1